C1CCC2=C(C=3CCCC3C=C12)NC(=O)NS(=O)(=O)C=1C=NN2C1OCC(C2)NC(OC(C)(C)C)=O tert-Butyl (3-(N-((1,2,3,5,6,7-hexahydro-s-indacen-4-yl)carbamoyl)sulfamoyl)-6,7-dihydro-5H-pyrazolo[5,1-b][1,3]oxazin-6-yl)carbamate